1,4-Dihydroxymethyl-cyclohexane OCC1CCC(CC1)CO